tert-butyl 2-[methoxy(methyl)carbamoyl]morpholine-4-carboxylate CON(C(=O)C1CN(CCO1)C(=O)OC(C)(C)C)C